tert-butyl N-(2-cyanoallyl)-N-[2-ethoxy-7-[4-[(1-methyl-4-piperidyl)carbamoyl]pyrimidin-2-yl]-1-naphthyl]carbamate C(#N)C(CN(C(OC(C)(C)C)=O)C1=C(C=CC2=CC=C(C=C12)C1=NC=CC(=N1)C(NC1CCN(CC1)C)=O)OCC)=C